C(C)(C)(C)OC(=O)N1CCN(CC1)C1=NC(=CC(=C1)C#N)Cl 4-(6-chloro-4-cyanopyridin-2-yl)piperazine-1-carboxylic acid tert-butyl ester